ClC=1N=NN(C1)C1=C(C=C(C=C1)Cl)[N+](=O)[O-] 4-chloro-1-(4-chloro-2-nitrophenyl)-1H-1,2,3-triazole